1-chloro-4-(o-tolyl)-7-(2,2,2-trifluoroethoxy)isoquinoline ClC1=NC=C(C2=CC=C(C=C12)OCC(F)(F)F)C1=C(C=CC=C1)C